3,5-dichloro-4-((5-isopropyl-6-oxo-1,6-dihydropyridazin-3-yl)methyl)phenol ClC=1C=C(C=C(C1CC1=NNC(C(=C1)C(C)C)=O)Cl)O